indolizino[1,2-b]quinolin-4-yl (4-nitrobenzyl) carbonate C(OC1=CC=CC2=CC=3C(N=C12)=C1C=CC=CN1C3)(OCC3=CC=C(C=C3)[N+](=O)[O-])=O